2-((1s,4s)-2-oxa-5-azabicyclo[2.2.1]hept-5-yl)-N-(6-(1-methyl-5-(piperidin-1-ylmethyl)-1H-pyrazol-4-yl)isoquinolin-3-yl)acetamide [C@@H]12OC[C@@H](N(C1)CC(=O)NC=1N=CC3=CC=C(C=C3C1)C=1C=NN(C1CN1CCCCC1)C)C2